C1(CCC1)NS(=O)(=O)C=1C(=NC=C(C1)OC1=C(C=C(C=C1Cl)N1N=C(C(NC1=O)=O)C(F)F)Cl)OC N-cyclobutyl-5-[2,6-dichloro-4-[6-(difluoromethyl)-3,5-dioxo-1,2,4-triazin-2-yl]phenoxy]-2-methoxy-pyridine-3-sulphonamide